methyl (2R,4aS,6aS,12bR,14aS,14bR)-9-(1H-indol-3-yl)-2,4a,6a,9,12b,14a-hexamethyl-10,11-dioxo-1,2,3,4,4a,5,6,6a,9,10,11,12b,13,14,14a,14b-hexadecahydropicene-2-carboxylate N1C=C(C2=CC=CC=C12)C1(C2=CC=C3[C@]4(CC[C@]5(CC[C@](C[C@H]5[C@@]4(CC[C@]3(C2=CC(C1=O)=O)C)C)(C(=O)OC)C)C)C)C